C(C)(C)(C)OC(=O)NC=1N(C(C(=CN1)C(=O)O)=O)C1=CC=C(C=C1)F 2-((tert-butoxycarbonyl)amino)-1-(4-fluorophenyl)-6-oxo-1,6-dihydropyrimidine-5-carboxylic acid